S1(=O)(=O)OCCO1 2-ethylene sulfate